C(C)(=O)NC1=CC=C(C=C1)S(=O)(=O)N1[C@H](C[C@H](CC1)NC(=O)C=1C=C2CC(NC2=CC1)=O)C N-((2S,4S)-1-(4-acetamidophenylsulfonyl)-2-methylpiperidin-4-yl)-2-oxoindoline-5-carboxamide